N[C@@H](C)C1CCC(CC1)NC(OC(C)(C)C)=O tert-butyl {(1S,4r)-4-[(1S)-1-aminoethyl]cyclohexyl}carbamate